(S)-11-(3-chloro-4-fluorophenyl)-8-((3S,5R)-3,5-dimethylpiperazin-1-yl)-3-ethoxy-10-(trifluoromethyl)-3,4-dihydro-2H,6H-[1,4]thiazepino[2,3,4-ij]quinazolin-6-one ClC=1C=C(C=CC1F)C1=C(C=C2C(=NC(N3C2=C1SC[C@H](C3)OCC)=O)N3C[C@@H](N[C@@H](C3)C)C)C(F)(F)F